N-(6-chloro-9-((6aR,9aR)-9-iodo-2,2,4,4-tetraisopropyl-6a-((triethylsilyl)ethynyl)tetrahydro-6H-thieno[3,2-f][1,3,5,2,4]trioxadisilocin-8-yl)-9H-purin-2-yl)acetamide ClC1=C2N=CN(C2=NC(=N1)NC(C)=O)C1C([C@@H]2O[Si](O[Si](OC[C@]2(S1)C#C[Si](CC)(CC)CC)(C(C)C)C(C)C)(C(C)C)C(C)C)I